CC(C(=O)C)C(=O)SCCNC(=O)CCNC(=O)[C@@H](C(C)(C)COP(=O)([O-])OP(=O)([O-])OC[C@@H]1[C@H]([C@H]([C@@H](O1)N2C=NC3=C(N=CN=C32)N)O)OP(=O)([O-])[O-])O The molecule is an acyl-CoA(4-) that is the tetraanion of 2-methylacetoacetyl-CoA, arising from deprotonation of phosphate and diphosphate functions. It has a role as a human metabolite. It is a conjugate base of a 2-methylacetoacetyl-CoA.